10-propyl-2-chloroacridine-9(10H)-one C(CC)N1C=2C=CC(=CC2C(C2=CC=CC=C12)=O)Cl